3,4-dichlorophenyl methyl sulfone CS(=O)(=O)C1=CC(=C(C=C1)Cl)Cl